Cl.N(N)S(=O)(=O)C1=CC=C(C=C1)NC(C1=NC=C(C=C1)CCCCC)=O N-(4-(hydrazineylsulfonyl)phenyl)-5-pentylpicolinamide hydrogen chloride